ethyl 5-hydroxy-1-(1,1,1-trifluoropropan-2-yl)-1H-pyrazole-4-carboxylate OC1=C(C=NN1C(C(F)(F)F)C)C(=O)OCC